N1C(=NC2=C1C=CC=C2)C(=CC2=C(N(C(=C2)C)C=2SC(=CC2C#N)C)C)C#N 2-(3-(2-(1H-benzo[d]imidazol-2-yl)-2-cyanovinyl)-2,5-dimethyl-1H-pyrrol-1-yl)-5-methylthiophene-3-carbonitrile